ditert-butyl (3S,6S)-8-methyl-7-oxo-2,5,8,13,17,22-hexazatetracyclo[16.3.1.13,6.112,16]tetracosa-1(21),12(23),13,15,18(22),19-hexaene-2,5-dicarboxylate CN1C([C@H]2N(C[C@@H](N(C3=CC=CC(NC4=CC=NC(CCC1)=C4)=N3)C(=O)OC(C)(C)C)C2)C(=O)OC(C)(C)C)=O